CC1=NN(N=C1C)CCCN1C[C@H](CC1)C1=CNC=2C=CC=C(C12)O (R)-3-(1-(3-(4,5-dimethyl-2H-1,2,3-triazol-2-yl)propyl)pyrrolidin-3-yl)-1H-indole-4-ol